(4-phenyl-6-styrylquinolin-2-yl)cyanamide C1(=CC=CC=C1)C1=CC(=NC2=CC=C(C=C12)C=CC1=CC=CC=C1)NC#N